(4,6-Dimethoxy-1,3,5-triazine-2-yl)-4-methylmorpholinium chloride [Cl-].COC1=NC(=NC(=N1)OC)[N+]1(CCOCC1)C